NC1=CC(=C(C=C1)C(=O)N1CCS(CC1)(=O)=O)N1CC2CCC(C1)O2 [4-amino-2-(8-oxa-3-azabicyclo[3.2.1]octan-3-yl)phenyl]-(1,1-dioxo-1,4-thiazinan-4-yl)methanone